(S)-7-methyl-3-(pent-3-yl)-5-phenyl-1H-benzo[e][1,4]diazepin-2(3H)-one CC1=CC2=C(NC([C@@H](N=C2C2=CC=CC=C2)C(CC)CC)=O)C=C1